(3E)-N-((1R,2R,4S)-7-cyano-7-azabicyclo[2.2.1]heptan-2-yl)-4-(2,5-dichlorophenyl)-2-methoxy-3-butenamide C(#N)N1[C@H]2[C@@H](C[C@@H]1CC2)NC(C(\C=C\C2=C(C=CC(=C2)Cl)Cl)OC)=O